8-(4,4-difluorocyclohex-1-en-1-yl)-N-(1-methoxypropan-2-yl)quinoline-3-carboxamide FC1(CC=C(CC1)C=1C=CC=C2C=C(C=NC12)C(=O)NC(COC)C)F